N-butylpyridinium bis(trifluoromethanesulfonyl)imide [N-](S(=O)(=O)C(F)(F)F)S(=O)(=O)C(F)(F)F.C(CCC)[N+]1=CC=CC=C1